O=S1(CCC12CN(C2)CCOC2=CC=C(C=C2)CC(=O)O)=O [4-[2-(1,1-dioxo-1lambda6-thia-6-azaspiro[3.3]hept-6-yl)ethoxy]phenyl]acetic acid